Cl.CN1N=C(C2=CC=C(C=C12)N1[C@H](C[C@@H](CC1)NC)C)N1C(NC(CC1)=O)=O 1-[1-methyl-6-[(2S,4R)-2-methyl-4-(methylamino)-1-piperidyl]indazol-3-yl]hexahydropyrimidine-2,4-dione hydrochloride